OC=1C(=CC(N(C1)C)=O)C1=NC(=CC(=C1)C(=O)[O-])C 5'-hydroxy-1',6-dimethyl-2'-oxo-[2,4'-bipyridine]-4-carboxylate